benzyl 2,2-dioxo-2λ6-thia-1,3,9-triazaspiro[4.5]decane-9-carboxylate O=S1(NC2(CN1)CCCN(C2)C(=O)OCC2=CC=CC=C2)=O